CC1=NN(C(=N1)C)C1=NC(=NC=C1F)N1CCN(CC1)C(=O)N1N=CC[C@@H]1C=1SC(=CN1)C (R)-(4-(4-(3,5-dimethyl-1H-1,2,4-triazol-1-yl)-5-fluoropyrimidin-2-yl)piperazin-1-yl)(5-(5-methylthiazol-2-yl)-4,5-dihydro-1H-pyrazol-1-yl)methanone